5-(3-morpholino-5-(benzenesulfonyl)phenyl)-1,3,4-thiadiazol-2-amine trifluoroacetate salt FC(C(=O)O)(F)F.O1CCN(CC1)C=1C=C(C=C(C1)S(=O)(=O)C1=CC=CC=C1)C1=NN=C(S1)N